piperidin-4-yl-glycine N1CCC(CC1)NCC(=O)O